C(C)(C)(C)OC(N[C@@H]1CC(CC12CCNCC2)(F)F)=O ((R)-3,3-difluoro-8-aza-spiro[4.5]dec-1-yl)-carbamic acid tert-butyl ester